C(N)(=O)C=1N=C(SC1)COC1=CC=CC(=N1)C1=CC(=C(CC2=NC3=C(N2C[C@H]2OCC2)C=C(C=C3)C(=O)O)C=C1F)F (S)-2-(4-(6-((4-carbamoylthiazol-2-yl)methoxy)pyridin-2-yl)-2,5-difluorobenzyl)-1-(oxetan-2-ylmethyl)-1H-benzo[d]imidazole-6-carboxylic acid